BrC=1C=2N(C=CC1)C=C(N2)C(=O)N2C[C@H]([C@@]1(CC2)NCC2=CC=CC=C2C1)O (8-bromoimidazo[1,2-a]pyridin-2-yl)[(3R,3'R)-3'-hydroxy-1,4-dihydro-1'H,2H-spiro[isoquinoline-3,4'-piperidin]-1'-yl]methanone